COC=1C=C(C(=O)CC#N)C=CC1OC 3,4-dimethoxybenzoylacetonitrile